6-methyl-2-oxo-1-phenyl-5-pyrimidin-2-yl-1,2-dihydropyridine-3-carboxylic acid ethyl ester C(C)OC(=O)C=1C(N(C(=C(C1)C1=NC=CC=N1)C)C1=CC=CC=C1)=O